[Na].C(C)(C)(C)S tert-butyl mercaptan sodium salt